N1(N=CC=C1)CC1=CC2=C(C(=N1)OC)C(=NO2)NS(=O)(=O)C2=C(C=CC=1CC(OC12)(C)C)OC N-(6-((1H-pyrazol-1-yl)methyl)-4-methoxyisoxazolo[4,5-c]pyridin-3-yl)-6-methoxy-2,2-dimethyl-3H-benzofuran-7-sulfonamide